[Br-].C(CCCCCCCCCCC)N1C(N(C=C1)C)C 1-dodecyl-2,3-dimethylimidazole bromide